C(CCCCCCCCCCCCCCC)(=O)OCC(O)CO mono-glyceryl monopalmitate